2,7-dibromo[1]benzothiophene BrC=1SC2=C(C1)C=CC=C2Br